FC1=C2CN(CC2=CC(=C1OCOC)OC)C(CCC(=O)OCC)=O ethyl 4-(4-fluoro-6-methoxy-5-(methoxymethoxy) isoindolin-2-yl)-4-oxobutyrate